7,7-dimethyl-2,3-dioxobicyclo[2.2.1]heptane-1-carboxylic acid chloride CC1(C2(C(C(C1CC2)=O)=O)C(=O)Cl)C